N-N-acetyl-aminoethoxyvinyl-glycine C(C)(=O)NCCOC=CNCC(=O)O